(R or S)-2-(2-methyl-3-(2-(((R)-phenyl((R)-1,2,3,4-tetrahydropyrido[2,3-b]pyrazin-3-yl)methyl)amino)ethyl)phenyl)propanoic acid CC1=C(C=CC=C1CCN[C@@H]([C@H]1CNC2=C(N1)N=CC=C2)C2=CC=CC=C2)[C@H](C(=O)O)C |o1:27|